Fmoc-Glycine Anhydride C(=O)(OCC1C2=CC=CC=C2C2=CC=CC=C12)NCC(=O)OC(CNC(=O)OCC1C2=CC=CC=C2C2=CC=CC=C12)=O